C(C)NC(N)=S N'-Ethylthiourea